(3S)-1-[6-[[3-(Trifluoromethyl)-1,2,4-triazol-1-yl]methyl]-2-azaspiro[3.3]heptane-2-carbonyl]pyrrolidine-3-carboxamide FC(C1=NN(C=N1)CC1CC2(CN(C2)C(=O)N2C[C@H](CC2)C(=O)N)C1)(F)F